3,3'-Diaminodiphenylmethane C1=CC(=CC(=C1)N)CC2=CC(=CC=C2)N